C(C)(C)(C)OC(=O)N1[C@@H](COCC1)C=1C=C(C=C2CCN(CC12)C1CCOCC1)C=1C=C2C(=NC1)NC=C2C (R)-3-(6-(3-methyl-1H-pyrrolo[2,3-b]pyridin-5-yl)-2-(tetrahydro-2H-pyran-4-yl)-1,2,3,4-tetrahydroisoquinolin-8-yl)morpholine-4-carboxylic acid tert-butyl ester